C(C)(C)(C)OC(NC1=NC=C(C=C1C=C)[N+](=O)[O-])=O (5-Nitro-3-vinylpyridin-2-yl)carbamic acid tert-butyl ester